2-bromo-2,5-dimethylhexane BrC(C)(CCC(C)C)C